ClC=1C(=NC2=NC=CC=C2C1)C1=CC2=CN(N=C2C(=C1OCOC)C)C chloro-2-[6-(methoxymethoxy)-2,7-dimethylindazol-5-yl]-1,8-naphthyridine